COCC1=CC(=NN1)N 5-(methoxymethyl)-1H-pyrazole-3-amine